6-chloro-2-(1-methyl-1H-1,2,4-triazol-3-yl)pyridin-3-amine ClC1=CC=C(C(=N1)C1=NN(C=N1)C)N